chloro-7-(methoxymethoxy)naphthalene ClC1=CC=CC2=CC=C(C=C12)OCOC